NC(=C1C(N(C(N(C1=O)C1CCC(CC1)(C)CN1C(NC(C1(C)C)=O)=O)=O)CC(C)C)=O)N 5-(diaminomethylene)-1-((1r,4r)-4-((5,5-dimethyl-2,4-dioxoimidazolidin-1-yl)methyl)-4-methylcyclohexyl)-3-isobutylpyrimidine-2,4,6(1H,3H,5H)-trione